3-chloro-1-methyl-5-(1-methyl-1H-indazol-5-yl)-N-(3-methyl-5-(phenylethynyl)pyridin-2-yl)-1H-pyrazole-4-carboxamide ClC1=NN(C(=C1C(=O)NC1=NC=C(C=C1C)C#CC1=CC=CC=C1)C=1C=C2C=NN(C2=CC1)C)C